2-bromo-9,10-dihydrophenanthrene BrC1=CC=2CCC3=CC=CC=C3C2C=C1